CS(=O)(=O)O[C@@H](CNC(=O)OC(C)(C)C)C (1R)-2-(tert-butoxycarbonylamino)-1-methyl-ethyl methanesulfonate